COC1=CC(=NC=C1C1CCN(CC1)C(=O)C1=NC=C(C(=C1)OC)OCC(C)C)N 4-Methoxy-5-{1-[4-methoxy-5-(2-methylpropoxy)pyridine-2-carbonyl]piperidin-4-yl}-pyridin-2-amine